C(C)(C)(C)P tert-butyl-phosphin